3-amino-1-(4-((6-(2-hydroxy-4-(1H-pyrazol-4-yl)phenyl)pyridazin-3-yl)(methyl)amino)-2,2,6,6-tetramethylpiperidin-1-yl)propan-1-one NCCC(=O)N1C(CC(CC1(C)C)N(C)C=1N=NC(=CC1)C1=C(C=C(C=C1)C=1C=NNC1)O)(C)C